COC=1C=C(C=C(C1OC)OC)N1C(NC=2C=NC=CC21)=O 1-(3,4,5-trimethoxyphenyl)-2,3-dihydro-1H-imidazo[4,5-c]pyridin-2-one